FC1=CC=C(C=C1)C=1N=C(C2=C(N1)C(=CS2)C2=CC=CC=C2)NC(=O)C=2SC(=CC2)[N+](=O)[O-] N-(2-(4-fluorophenyl)-7-phenylthieno[3,2-d]pyrimidin-4-yl)-5-nitrothiophene-2-carboxamide